C(C)OC(C(=CC1=CC=CC=C1)CCCCC)OCC alpha-amyl-cinnamaldehyde diethyl acetal